2-(2,6-Dimethylpyridin-4-yl)-3-isopropyl-5-(piperidin-3-ylmethoxy)-1H-Indol CC1=NC(=CC(=C1)C=1NC2=CC=C(C=C2C1C(C)C)OCC1CNCCC1)C